C(C)(C)N(C1=CC2=C(C(=N1)COC(NC)=O)CN(C2=O)C2=NC(=CC=C2)C2=NN=C1N2CCCC1C)C ((6-(isopropyl(methyl)amino)-2-(6-(8-methyl-5,6,7,8-tetrahydro-[1,2,4]triazolo[4,3-a]pyridin-3-yl)pyridin-2-yl)-1-oxo-2,3-dihydro-1H-pyrrolo[3,4-c]pyridin-4-yl)methyl)(methyl)carbamate